N-(2-bromo-3-fluoro-4-pyridyl)-2-chloro-N-(2,2-difluoroethyl)-5-fluoro-quinazolin-4-amine BrC1=NC=CC(=C1F)N(C1=NC(=NC2=CC=CC(=C12)F)Cl)CC(F)F